N-(4-chlorobenzyl)-9-ethyl-2-(2-(N-methylmethylsulfonamido)ethyl)-1,6-dioxo-1,3,4,6-tetrahydro-2H-pyrido[1,2-a]pyrazine-7-carboxamide ClC1=CC=C(CNC(=O)C2=CC(=C3N(CCN(C3=O)CCN(S(=O)(=O)C)C)C2=O)CC)C=C1